O-phosphoryl-4-hydroxy-N,N-dimethyltryptamine CN(C)CCC1=CNC2=C1C(=CC=C2)OP(=O)(O)O